FC(C1=NN=C(O1)C=1C=CC(=NC1)CN(S(=O)(=O)C1CCN(CC1)CC)C1=CC=CC=C1)F N-((5-(5-(difluoromethyl)-1,3,4-oxadiazol-2-yl)pyridin-2-yl)methyl)-1-ethyl-N-phenylpiperidine-4-sulfonamide